N1(CCCC1)C1=C2C(=NC=C1)NC=C2C#N 4-pyrrolidin-1-yl-1H-pyrrolo[2,3-b]pyridine-3-carbonitrile